N-(2-chloro-4-nitrophenyl)-4-methyl-3-nitro-benzenesulphonamide ClC1=C(C=CC(=C1)[N+](=O)[O-])NS(=O)(=O)C1=CC(=C(C=C1)C)[N+](=O)[O-]